C(C)C=1C(=CC=C2C=C(C=C(C12)C=1C=2C(C=3C(=NC(=NC3C1)S(=O)(=O)CC)O)=CN(N2)C)OCOC)F 4-[8-ethyl-7-fluoro-3-(methoxymethoxy)-1-naphthyl]-7-ethylsulfonyl-2-methyl-pyrazolo[4,3-f]quinazolin-9-ol